(3S,4S)-3-ethyl-4-fluoro-2-hydroxy-5-oxopyrrolidin C(C)[C@H]1C(NC([C@H]1F)=O)O